1-butyl-3-(2-(3-methyl-5-oxo-1-((2-(trimethylsilyl)ethoxy)methyl)-1,5-dihydro-4H-1,2,4-triazol-4-yl)spiro[3.5]nonan-7-yl)pyrimidine-2,4,6(1H,3H,5H)-trione C(CCC)N1C(N(C(CC1=O)=O)C1CCC2(CC(C2)N2C(=NN(C2=O)COCC[Si](C)(C)C)C)CC1)=O